O1C(COCC1)O 1,4-dioxan-2-ol